2-chloro-5-fluoro-1H-pyrrolo[2,3-d]pyrimidine ClC1=NC=C2C(N1)=NC=C2F